ClC1=CC=C(C=C1)C1=NN(C(C2=CC=CC=C12)=O)NC(=O)C1C(C1)C1=CC=CC=C1 N-[4-(4-chlorophenyl)-1-oxophthalazin-2(1H)-yl]-2-phenylcyclopropanecarboxamide